NC=1N=C(C2=C(N1)C=CN(C2=O)CC2=CC=C(C=C2)CN(CCC)CCO)NCCCC 2-amino-4-(butylamino)-6-(4-(((2-hydroxyethyl)(propyl)amino)methyl)benzyl)pyrido[4,3-d]pyrimidin-5(6H)-one